OC1=C(C(=O)N2CC3=C(CC2)ON(C3)CC)C=C(C(=C1)O)C(C)C 5-(2,4-dihydroxy-5-isopropylbenzoyl)-N-ethyl-4,5,6,7-tetrahydroisoxazolo[4,5-c]pyridine